3-oxo-2-(pyridin-3-yl)-6-[4-(trifluoromethoxy)phenyl]-2,3-dihydropyridazine-4-carboxamide O=C1N(N=C(C=C1C(=O)N)C1=CC=C(C=C1)OC(F)(F)F)C=1C=NC=CC1